ClC=1C=C(C=C(C1)Cl)C1=NC(=CC(=C1)CN1CCC(CC1)CNC(C)=O)OC=1C=NC(=NC1)N1CCN(CC1)CCS(N)(=O)=O N-((1-((2-(3,5-dichlorophenyl)-6-((2-(4-(2-sulfamoylethyl)piperazin-1-yl)pyrimidin-5-yl)oxy)pyridin-4-yl)methyl)piperidin-4-yl)methyl)acetamide